N-(4-chloro-2-nitrobenzyl)-1-((1s,4S)-4-(6-fluoroquinolin-4-yl)cyclohexyl)ethan-1-amine ClC1=CC(=C(CNC(C)C2CCC(CC2)C2=CC=NC3=CC=C(C=C23)F)C=C1)[N+](=O)[O-]